C(C)(=O)N[C@H]1C[C@H](CCC1)C(=O)NC1=NC=C(C(=C1)C1=CC2=C(N(N=C2C(=C1)F)C)C1CC1)Cl (1S,3R)-3-acetylamino-N-(5-chloro-4-(3-cyclopropyl-7-fluoro-2-methyl-2H-indazole-5-yl)pyridin-2-yl)cyclohexane-1-carboxamide